8-[(2s,5r)-4-{[2-(difluoromethyl)-4-fluorophenyl]methyl}-2,5-dimethylpiperazin-1-yl]-5-methyl-6-oxo-5,6-dihydro-1,5-naphthyridine-2-carbonitrile FC(C1=C(C=CC(=C1)F)CN1C[C@@H](N(C[C@H]1C)C1=CC(N(C=2C=CC(=NC12)C#N)C)=O)C)F